ClC=1C=CC2=C(C(C(CCN2C(=O)C=2C=CC(=NC2)NC(C2=C(C=CC=C2)C(F)(F)F)=O)(F)F)(CO)O)C1 N-{5-[7-chloro-4,4-difluoro-5-hydroxy-5-(hydroxymethyl)-2,3,4,5-tetrahydro-1H-1-benzazepin-1-carbonyl]pyridin-2-yl}-2-(trifluoromethyl)benzamide